BrC=1C(=CC(=NC1)Cl)NC1=NC(=NC(=C1)Cl)C(C)(F)F N-(5-bromo-2-chloro-4-pyridinyl)-6-chloro-2-(1,1-difluoroethyl)pyrimidin-4-amine